ClC=1C(=C(C=CC1)NC=1N=CC=C2C=C(C=NC12)C=C)C N-(3-chloro-2-methylphenyl)-3-vinyl-1,7-naphthyridin-8-amine